[N+](=O)([O-])C1=CC(=C(CN2CCNCC2)C=C1)C(F)(F)F 1-(4-nitro-2-(trifluoromethyl)benzyl)piperazine